OCC(C1=CC=CC=C1)NC1=CC=C2C=NC(=NC2=C1)NC(=O)NC1CCOCC1 1-(7-((2-Hydroxy-1-phenylethyl)amino)quinazolin-2-yl)-3-(tetrahydro-2H-pyran-4-yl)urea